CC1=C(OC=2C=C(C=C(C2)C)C=2C3=C(C(N(C2)C)=O)NC(=C3)C(=O)NCC)C(=CC(=C1)NC(=O)N1CCCC1)C 4-(3-(2,6-dimethyl-4-(pyrrolidine-1-carboxamido)phenoxy)-5-methylphenyl)-N-ethyl-6-methyl-7-oxo-6,7-dihydro-1H-pyrrolo[2,3-c]pyridine-2-carboxamide